4-amino-3-(4-chlorophenyl)-2-phenylbutyric acid methyl ester COC(C(C(CN)C1=CC=C(C=C1)Cl)C1=CC=CC=C1)=O